cis-2-amino-2-(3-(benzylamino)cyclobutyl)-6-boronohexanoic acid NC(C(=O)O)(CCCCB(O)O)[C@@H]1C[C@@H](C1)NCC1=CC=CC=C1